N-(2-aminoethyl)-3-aminopropyl-diethoxysilane NCCNCCC[SiH](OCC)OCC